N-(5-Cyclopropyl-1H-pyrazol-3-yl)-2-[(1S,5S)-6-methyl-3,6-diazabicyclo[3.2.0]heptan-3-yl]pyrimidin-4-amine C1(CC1)C1=CC(=NN1)NC1=NC(=NC=C1)N1C[C@@H]2CN([C@@H]2C1)C